2-{2-[(5-cyclopropyl-4-methyl-4H-1,2,4-triazol-3-yl)sulfanyl]acetamido}-N-(4-methoxyphenyl)-4,5,6,7-tetrahydro-1-benzothiophene-3-carboxamide C1(CC1)C=1N(C(=NN1)SCC(=O)NC=1SC2=C(C1C(=O)NC1=CC=C(C=C1)OC)CCCC2)C